(5E)-5,7-octadien-1-ol C(CCC\C=C\C=C)O